3-(methylsulfinyl)benzoic acid CS(=O)C=1C=C(C(=O)O)C=CC1